CC=1C=C2C=CCOC2=C(C1)C 6,8-dimethyl-2H-chromen